FC=1C(=C(NC2=C(NC3=C2C(NCC3)=O)C3=C(C=NC=C3)OCC3COCC3)C=CC1)C 3-(3-fluoro-2-methylanilino)-2-(3-{[oxolan-3-yl]methoxy}pyridin-4-yl)-1,5,6,7-tetrahydro-4H-pyrrolo[3,2-c]pyridin-4-one